OC1=NC(=NN2C1=C(C(=C2)C2=NN(C=C2)C)C(=O)OC)C=2N(C=CN2)C Methyl 4-hydroxy-2-(1-methyl-1H-imidazol-2-yl)-6-(1-methyl-1H-pyrazol-3-yl)pyrrolo[2,1-f][1,2,4]triazine-5-carboxylate